6-(1H-indazol-6-yl)-N-(4-morpholinophenyl)-2,3-dihydroimidazo[1,2-a]pyrazin-8-amine bis-mesylate S(C)(=O)(=O)O.S(C)(=O)(=O)O.N1N=CC2=CC=C(C=C12)C=1N=C(C=2N(C1)CCN2)NC2=CC=C(C=C2)N2CCOCC2